Cl.ClCC=1N=CN(C1C(F)F)C 4-(chloromethyl)-5-(difluoromethyl)-1-methyl-1H-imidazole hydrochloride